4-({5-[(4-chloro-2-fluorophenyl)amino]-4-methylpyridin-3-yl}methyl)-3-fluoropyridin-2-amine ClC1=CC(=C(C=C1)NC=1C(=C(C=NC1)CC1=C(C(=NC=C1)N)F)C)F